CN(C=1C(=CC(=C(C1)N1/C(/SCC1=O)=N/C(=O)NC1=C(C=C(C=C1)C1=NN(C=N1)C1=NC=C(C=C1)OC(F)(F)F)F)C(C)C)F)C (Z)-1-(3-(5-(dimethylamino)-4-fluoro-2-isopropylphenyl)-4-oxothiazolidin-2-ylidene)-3-(2-fluoro-4-(1-(5-(trifluoromethoxy)pyridin-2-yl)-1H-1,2,4-triazol-3-yl)phenyl)urea